FC=1C(=C(C=CC1F)[C@H]1[C@@H](O[C@]([C@H]1C)(C(F)(F)F)C)C(=O)NC1=CC=C2C(=N1)OCC2O)OC (2R,3S,4S,5R)-3-(3,4-difluoro-2-methoxyphenyl)-N-(3-hydroxy-2,3-dihydrofuro[2,3-b]pyridin-6-yl)-4,5-dimethyl-5-(trifluoromethyl)tetrahydrofuran-2-carboxamide